[Cl-].C(CCCCCCCCCCCCC)[N+](CCC[Si](OCC)(OCC)OCC)(CCC)CCC tetradecyl-di-n-propyl-(3-triethoxysilylpropyl)ammonium chloride